(S)-4-benzyl-2-(chloromethyl)morpholine C(C1=CC=CC=C1)N1C[C@H](OCC1)CCl